C1=CC(=C(C=C1CC(=O)N=[N+]=[N-])[N+](=O)[O-])O The molecule is an azide carrying a (4-hydroxy-3-nitrophenyl)acetyl substituent. It is an azide and a member of 2-nitrophenols. It derives from a phenylacetic acid.